(1r,5s)-3-ethyl-bicyclo[3.2.0]heptane-3-en-6-one C(C)C=1C[C@@H]2CC([C@@H]2C1)=O